OC[C@](C)(O)[C@@H]1CN(CCC1)C(=O)OCC1=CC=CC=C1 |&1:2| benzyl (3S)-3-[(2RS)-1,2-dihydroxypropan-2-yl]piperidine-1-carboxylate